C1(CC1)C1=C(C=CC=C1F)B1OC(C(O1)(C)C)(C)C 2-(2-cyclopropyl-3-fluorophenyl)-4,4,5,5-tetramethyl-1,3,2-dioxaborolane